2-(2-Chloro-5-methyl-4,6-dihydropyrimidin-6-yl)-8a-ethyl-7,8-dihydro-6H-thieno[2,3-a]pyrrolizin-4-one ClC=1NC(C(CN1)C)C1=CC2=C(C3(CCCN3C2=O)CC)S1